6H-thieno[3,2-f][1,2,4]triazolo[4,3-a][1,4]diazepin S1C=CC=2C=NCC=3N(C21)C=NN3